3-cyclopropyl-N-[1-[3-[5-(2,2,2-trifluoroethoxy)-2-pyridyl]pyrazin-2-yl]ethyl]-5-(trifluoromethyl)benzamide C1(CC1)C=1C=C(C(=O)NC(C)C2=NC=CN=C2C2=NC=C(C=C2)OCC(F)(F)F)C=C(C1)C(F)(F)F